C=C(C(C)OC(CC#N)C)CCCCC 3-((3-Methyleneoct-2-yl)oxy)butyronitrile